O=C1NC(CCC1N1C(C2=CC=CC(=C2C1=O)NCCCCC(=O)N1CCN(CC1)C(CN1N=CC(=C1)C1=CC=C(C=C1)C1=CN=CC2=CC=CC=C12)=O)=O)=O 2-(2,6-dioxopiperidin-3-yl)-4-((5-(4-(2-(4-(4-(isoquinolin-4-yl)phenyl)-1H-pyrazol-1-yl)acetyl)piperazin-1-yl)-5-oxopentyl)amino)isoindoline-1,3-dione